4-(7-chloro-6-fluoro-3,3-dimethyl-2-oxoindolin-5-yl)-3-methyl-4-oxobutanoic acid ClC=1C(=C(C=C2C(C(NC12)=O)(C)C)C(C(CC(=O)O)C)=O)F